ClC1=CC=C2C(=N1)N=C(O2)NCC2N(CC2)C (5-chlorooxazolo[4,5-b]pyridin-2-yl)-[(1-methylazetidin-2-yl)methyl]amine